tert-butyl 4-[4-({4-[2-tert-butyl-4-(3-{[ethyl(methyl)sulfamoyl]amino}-2-fluorophenyl)-1,3-thiazol-5-yl]pyrimidin-2-yl}amino)-2-fluorophenyl]piperazine-1-carboxylate C(C)(C)(C)C=1SC(=C(N1)C1=C(C(=CC=C1)NS(N(C)CC)(=O)=O)F)C1=NC(=NC=C1)NC1=CC(=C(C=C1)N1CCN(CC1)C(=O)OC(C)(C)C)F